5-(7-(5,6-dimethyl-1H-indazol-4-yl)-2-((hexahydro-1H-pyrrolizin-7a-yl)methoxy)-5,6,7,8-tetrahydropyrido[3,4-d]pyrimidin-4-yl)tetrahydropyrrolo[3,4-c]pyrrole-1,3(2H,3aH)-dione CC=1C(=C2C=NNC2=CC1C)N1CC=2N=C(N=C(C2CC1)N1CC2C(C1)C(NC2=O)=O)OCC21CCCN1CCC2